2,2-Dimethyl-7-(1-methylpiperidin-4-yl)-N-phenethyl-3,4-dihydroquinoline-1(2H)-carboxamide CC1(N(C2=CC(=CC=C2CC1)C1CCN(CC1)C)C(=O)NCCC1=CC=CC=C1)C